4-[(2R)-3-(3,4-dihydro-1H-isoquinolin-2-yl)-2-hydroxy-propyl]-8-(pyrrolidine-1-carbonyl)-2,3-dihydro-1,4-benzoxazepin-5-one C1N(CCC2=CC=CC=C12)C[C@H](CN1CCOC2=C(C1=O)C=CC(=C2)C(=O)N2CCCC2)O